C12C=CC(CC1)C2 bicyclo(2.2.1)-2-heptene